C1OC[C@H]2[C@@H]1CC(C2)N[C@@H]2[C@H](CCCC2)CC=2C=C1CN(C(C1=CC2)=O)C2C(NC(CC2)=O)=O 3-(5-(((1R,2S)-2-(((3aR,6aS)-hexahydro-1H-cyclopenta[c]furan-5-yl)amino)cyclohexyl)methyl)-1-oxoisoindolin-2-yl)piperidine-2,6-dione